NC=1C(=NC(=CN1)C1=NC=CC=C1C(F)(F)F)C(=O)NC1=NC=CC=C1N1CCC(CC1)N 3-amino-N-(3-(4-aminopiperidin-1-yl)pyridin-2-yl)-6-(3-(trifluoromethyl)pyridin-2-yl)pyrazine-2-carboxamide